C(C)(=O)N1CC=2N(CC1)N=C(C2C2=CC(=NC=C2)C(=O)N)C2=CC=C(C=C2)F 4-(5-acetyl-2-(4-fluorophenyl)-4,5,6,7-tetrahydropyrazolo[1,5-a]pyrazin-3-yl)picolinamide